L-proline-d4 N1([C@@](C(CC1)([2H])[2H])(C(=O)O)[2H])[2H]